(R)-N-(3-(1-((2-amino-5-(1-methyl-1H-pyrazol-4-yl)pyridin-3-yl)oxy)ethyl)phenyl)-3,4-dimethylbenzamide NC1=NC=C(C=C1O[C@H](C)C=1C=C(C=CC1)NC(C1=CC(=C(C=C1)C)C)=O)C=1C=NN(C1)C